C(C)(C)(C)OC(N([C@@H]1CN(C(CC1)=O)CC1=CC=CC=C1)CC1=CC=CC=C1)=O (S)-benzyl-(1-benzyl-6-oxopiperidin-3-yl)carbamic acid tert-butyl ester